Cl.[N+](=O)([O-])C1=CN=C(S1)NC(=O)C1=C(C=CC=C1)OC([C@H](C(C)(C)C)N)=O.C(=C)C(CC(C)C)C=1N=C(NC1)CCCCCCCCCC 1-vinyl-3-methylbutyl-decylimidazole (S)-2-(5-Nitrothiazol-2-ylcarbamoyl)phenyl-2-Amino-3,3-dimethylbutanoat Hydrochlorid